N,N-dimethyl-acetyl-amine CN(C)C(C)=O